C1(=CC=CC2=CC=CC=C12)N1C(CCCC1)C=1C(N(C(C1)=O)C1=CC=CC=C1)=O 3-(1-(Naphthalen-1-yl)piperidin-2-yl)-1-phenyl-1H-pyrrole-2,5-dione